6-ethoxy-4-(6-(4-(isobutylsulfonyl)-4-methylpiperidin-1-yl)pyridin-3-yl)-1H-pyrazolo[3',4':3,4]pyrazolo[1,5-a]pyridine C(C)OC=1C=C(C=2N(C1)N=C1C2C=NN1)C=1C=NC(=CC1)N1CCC(CC1)(C)S(=O)(=O)CC(C)C